OCCNCC1=C(C=C2C(N(C(C2=C1)=O)C=1C(=C(C=CC1)C1=CC=CC=C1)C)=O)OCC1=C(C#N)C=CC=C1 2-(((6-(((2-hydroxyethyl)amino)methyl)-2-(2-methyl[1,1'-biphenyl]-3-yl)-1,3-Dioxoisoindolin-5-yl)oxy)methyl)benzonitrile